6-ethyl-1-(tetrahydro-2H-pyran-2-yl)-1H-indazol-5-amine C(C)C1=C(C=C2C=NN(C2=C1)C1OCCCC1)N